(+/-)-Trans-6-chloro-4-(3-hydroxy-4-(3-(trifluoromethyl)phenoxy)piperidin-1-yl)-1-methylpyrido[3,2-d]pyrimidin-2(1H)-one ClC=1C=CC=2N(C(N=C(C2N1)N1C[C@H]([C@@H](CC1)OC1=CC(=CC=C1)C(F)(F)F)O)=O)C |r|